CN(C(N(C)C)=NCCCNC(CCOCC(NC(CCCC(=O)OCC1=CC=CC=C1)=O)(COCCC(NCCCN=C(N(C)C)N(C)C)=O)COCCC(NCCCN=C(N(C)C)N(C)C)=O)=O)C benzyl 3-(dimethylamino)-14,14-bis(3-(dimethylamino)-2-methyl-9-oxo-12-oxa-2,4,8-triazatridec-3-en-13-yl)-2-methyl-9,16-dioxo-12-oxa-2,4,8,15-tetraazaicos-3-en-20-oate